2-[(3-METHYLBUTAN-2-YL)AMINO]ACETIC ACID CC(C(C)NCC(=O)O)C